ethoxy-isobutylen C(C)OCC(C)=C